2-(Pyridin-2-yl)-3-p-menthancarboxamide N1=C(C=CC=C1)C1C(CCC(C1C(=O)N)C(C)C)C